6-fluoro-4-methoxy-2-(2-quinolinyl)-5-trifluoromethyl-pyrimidine FC1=C(C(=NC(=N1)C1=NC2=CC=CC=C2C=C1)OC)C(F)(F)F